OC1(CCC(CC1)C1=NC(=NC=C1C(F)(F)F)NC1=C(C=C(C=C1)S(=O)(=O)C1CC2(C1)CCN(CC2)C(=O)OC(C)(C)C)C)C Tert-butyl 2-[4-[[4-(4-hydroxy-4-methyl-cyclohexyl)-5-(trifluoromethyl)pyrimidin-2-yl] amino]-3-methyl-phenyl]sulfonyl-7-azaspiro[3.5]nonane-7-carboxylate